N1=CC(=CC=C1)CN pyridine-3-ylmethanamine